6'-(((1S,3S)-3-((5-Acetylpyrazin-2-yl)amino)cyclopentyl)amino)-2H-[1,3'-bipyridin]-2-one C(C)(=O)C=1N=CC(=NC1)N[C@@H]1C[C@H](CC1)NC1=CC=C(C=N1)N1C(C=CC=C1)=O